2-(prop-1-en-2-yl)phenylpyrrolidine-1-carboxylate C=C(C)C1=C(C=CC=C1)OC(=O)N1CCCC1